C1=CC(=CC=2CCC3C4CCC(C4CCC3C12)O)O 7,8,9,11,12,13,14,15,16,17-decahydro-6H-cyclopenta[a]phenanthrene-3,17-diol